N-(2-((2-(dimethylamino)ethyl)(methyl)amino)-3-fluoro-5-((4-(1-methyl-1H-indol-3-yl)furo[3,2-d]pyrimidin-2-yl)amino)phenyl)acetamide CN(CCN(C1=C(C=C(C=C1F)NC=1N=C(C2=C(N1)C=CO2)C2=CN(C1=CC=CC=C21)C)NC(C)=O)C)C